C(C)C1OC=C(C1=O)CO 2-ethyl-4-(hydroxymethyl)furan-3-one